C(C)(C)(C)N1CCC(CC1)N 1-(tert-butyl)piperidin-4-amine